C1(CCCC1)N1C(C(=NC=2C=NC(=NC12)NC1=CC=C(C=C1)N1CCN(CC1)CC)C=1OC=CC1)=O 8-cyclopentyl-2-((4-(4-ethylpiperazin-1-yl)phenyl)amino)-6-(furan-2-yl)pteridin-7(8H)-one